C(OC12CC(C1)(C2)C(N(C2=CC=C(C=C2)C)C)=O)(=O)Cl 3-(methyl(p-tolyl)carbamoyl)bicyclo[1.1.1]pentan-1-yl carbonochloridate